pyrido[3,4-d]pyrimidine-6-carbonitrile N1=CN=CC2=C1C=NC(=C2)C#N